(1r,3r,5r)-N-((S)-(4-chloro-2,5-difluorophenyl)(1-hydroxycyclopropyl)methyl)-2-(3-(methylsulfonyl)benzoyl)-2-azabicyclo[3.1.0]hexane-3-carboxamide ClC1=CC(=C(C=C1F)[C@H](NC(=O)[C@@H]1N([C@@H]2C[C@@H]2C1)C(C1=CC(=CC=C1)S(=O)(=O)C)=O)C1(CC1)O)F